1,3-diiodo-4-hydroxy-5-carboxycyclohexane IC1CC(C(C(C1)C(=O)O)O)I